O=C(CCCCC1=C(C(=O)O)C=CC=C1C(=O)O)CCCCCCCCCCCCC 5-oxo-octadecyl-isophthalic acid